alpha-cumyl peroxydicarbonate C(=O)(OC(C)(C)C1=CC=CC=C1)OOC(=O)[O-]